(S)-6-(((1-methylcyclobutyl)amino)methyl)-2-(3-(oxetan-3-yl(4H-1,2,4-triazol-3-yl)methyl)phenyl)-4-(trifluoromethyl)isoindolin-1-one CC1(CCC1)NCC1=CC(=C2CN(C(C2=C1)=O)C1=CC(=CC=C1)[C@@H](C1=NN=CN1)C1COC1)C(F)(F)F